C(C=C)(=O)NC=1C=C(C=CC1)NC1=NC(=NC=C1C)NC=1C=C(OCCCNC(OC(C)(C)C)=O)C=CC1 tert-butyl 3-(3-(4-(3-acrylamidophenylamino)-5-methylpyrimidin-2-ylamino)phenoxy)propylcarbamate